NC(C(=O)O)C(C)(C)C 2-amino-3,3-dimethylbutanic acid